BrC1=NC(=CC=C1NC(C)C=1C=C(C=C2C(C(=C(OC12)C=1C=NC=CC1)C)=O)C)Cl 8-[1-[(2-bromo-6-chloro-3-pyridyl)amino]ethyl]-3,6-dimethyl-2-(3-pyridyl)chromen-4-one